ethyl (E)-4-(ethylamino)but-2-enoate C(C)NC/C=C/C(=O)OCC